ClC=1C=NC(=C(C(=O)NC2CCC(CC2)CN2C(N(C3=C2C=CC=C3)C3=CC=C2CCN(CC2=C3)C(=O)OC(C)(C)C)=O)C1)C(F)F tert-butyl 7-(3-(((1r,4r)-4-(5-chloro-2-(difluoromethyl)nicotinamido)cyclohexyl)methyl)-2-oxo-2,3-dihydro-1H-benzo[d]imidazol-1-yl)-3,4-dihydroisoquinoline-2(1H)-carboxylate